5,5-dimethyl-1-((2-oxo-2,3-dihydro-1H-pyrrolo[2,3-b]pyridin-4-yl)methyl)-3-(4-(trifluoromethoxy)phenyl)imidazolidine-2,4-dione CC1(C(N(C(N1CC1=C2C(=NC=C1)NC(C2)=O)=O)C2=CC=C(C=C2)OC(F)(F)F)=O)C